FC(OC1=C(SC=C1)CNCCC1(CCOC2(CC=CC2)C1)C1=NC=CC=C1)F N-((3-(difluoromethoxy)thiophen-2-yl)methyl)-2-(9-(pyridin-2-yl)-6-oxaspiro[4.5]decan-2-en-9-yl)ethanamine